C(C=C)(=O)N1C[C@@H]2COC3=C(C(N2CC1)=O)C(=NC(=C3F)C3=C(C=CC=C3)F)N3C(CC(C3)N3CCN(CC3)C)(C)C (6aR)-8-acryloyl-1-(2,2-dimethyl-4-(4-methylpiperazin-1-yl)pyrrolidin-1-yl)-4-fluoro-3-(2-fluorophenyl)-6,6a,7,8,9,10-hexahydro-12H-pyrazino[2,1-c]pyrido[3,4-f][1,4]oxazepin-12-one